FC1=C(C=C(C=C1)N(S(=O)(=O)CC)CC1=NC=C(C=C1)C(=O)NN)C N-(4-fluoro-3-methylphenyl)-N-((5-(hydrazinecarbonyl)pyridin-2-yl)methyl)ethanesulfonamide